(S)-2-(4-(4-(4-(5-(1-amino-1-(4-fluorophenyl)ethyl)pyrimidin-2-yl)piperazin-1-yl)pyrrolo[2,1-f][1,2,4]triazin-6-yl)-1H-pyrazol-1-yl)ethanol N[C@@](C)(C1=CC=C(C=C1)F)C=1C=NC(=NC1)N1CCN(CC1)C1=NC=NN2C1=CC(=C2)C=2C=NN(C2)CCO